FC1(C(N(C1)C1=NC=2C(CCCC2C(=N1)N1C[C@@H]2C([C@@H]2C1)CC(=O)O)(F)F)C)F 2-((1R,5S,6s)-3-(2-(3,3-difluoro-2-methylazetidin-1-yl)-8,8-difluoro-5,6,7,8-tetrahydroquinazolin-4-yl)-3-azabicyclo[3.1.0]hexan-6-yl)acetic acid